N(CCO)(CCO)CCO.N(CCO)(CCO)CCO.[Ti] titanium di(triethanolamine)